COC(C1=CC(=C(C(=C1)OCCC=1N=C(OC1)C)[N+](=O)[O-])F)=O 3-fluoro-5-[2-(2-methyl-oxazol-4-yl)ethoxy]-4-nitro-benzoic acid methyl ester